Dimethyl-indium Indium [In].C[In]C